CN[C@@](C)(O)[C@@H](O)[C@H](O)[C@H](O)CO 1-deoxy-2-(methylamino)-D-sorbitol